ClC=1C=C(C=C(C1)Cl)C1=NC(=CC(=C1)CN1CCC(CC1)CC(=O)O)OC=1C=NC(=NC1)N1CC2CN(CC2C1)C 2-(1-((2-(3,5-dichlorophenyl)-6-((2-(5-methylhexahydropyrrolo[3,4-c]pyrrol-2(1H)-yl)pyrimidin-5-yl)oxy)pyridin-4-yl)methyl)piperidin-4-yl)acetic acid